5-(4-bromo-2,6-dichloro-phenoxy)-2-methoxy-benzenesulfonic acid BrC1=CC(=C(OC=2C=CC(=C(C2)S(=O)(=O)O)OC)C(=C1)Cl)Cl